(R)-2-amino-2-(1-(2-chlorophenyl-ethyl)piperidin-4-yl)-1-(4-(2-ethoxy-6-fluorobenzyl)piperazin-1-yl)ethan-1-one N[C@@H](C(=O)N1CCN(CC1)CC1=C(C=CC=C1F)OCC)C1CCN(CC1)CCC1=C(C=CC=C1)Cl